4-(4-((1S,5R)-8-azabicyclo[3.2.1]oct-2-en-3-yl)-2-((tetrahydro-1H-pyrrolizin-7a(5H)-yl)methoxy)quinazolin-7-yl)naphthalen-2-ol [C@@H]12C=C(C[C@@H](CC1)N2)C2=NC(=NC1=CC(=CC=C21)C2=CC(=CC1=CC=CC=C21)O)OCC21CCCN1CCC2